benzoylcinnamonitrile C(C1=CC=CC=C1)(=O)C(C#N)=CC1=CC=CC=C1